C(C)NCC1CN(CC1)C=1C2=CN(N=C2C(=C(C1)F)C(=O)NC1=CC2=CN(N=C2C=C1OC)C)C 4-(3-[(ethylamino)methyl]pyrrolidin-1-yl)-6-fluoro-N-(6-methoxy-2-methylindazol-5-yl)-2-methylindazole-7-carboxamide